Cl.ClC1=C(C#N)C=CC=C1 2-chlorobenzonitrile hydrochloride